FC=1C=C(OC2=CC=C(C=N2)N2C(NC=3C2=NC=CC3)=O)C=CC1C 3-[6-(3-fluoro-4-methyl-phenoxy)-3-pyridinyl]-1H-imidazo[4,5-b]pyridin-2-one